Tri-Natrium citrat Dihydrat O.O.C(CC(O)(C(=O)[O-])CC(=O)[O-])(=O)[O-].[Na+].[Na+].[Na+]